ethyl rac-2-[2-[2-bromo-4-fluoro-5-[3-methyl-2,6-dioxo-4-(trifluoromethyl)pyrimidin-1-yl]phenoxy]phenoxy]-2-fluoro-acetate BrC1=C(OC2=C(O[C@@H](C(=O)OCC)F)C=CC=C2)C=C(C(=C1)F)N1C(N(C(=CC1=O)C(F)(F)F)C)=O |r|